CCC/C=C/C=C/C(=O)SCCNC(=O)CCNC(=O)C(C(C)(C)COP(=O)(O)OP(=O)(O)OC[C@@H]1[C@H]([C@H]([C@@H](O1)N2C=NC3=C(N=CN=C32)N)O)OP(=O)(O)O)O 2-trans,4-trans-Octadienoyl-CoA